N-(4-(1-(3-Amino-5-methylphenyl)-2-oxo-1,2-dihydrobenzo[h][1,6]naphthyridin-9-yl)phenyl)methanesulfonamide NC=1C=C(C=C(C1)C)N1C(C=CC2=CN=C3C(=C12)C=C(C=C3)C3=CC=C(C=C3)NS(=O)(=O)C)=O